2-(diisobutylcarbamoylamino)-4-[2-isopropoxyethyl-[4-(5,6,7,8-tetrahydro-1,8-naphthyridin-2-yl)butyl]amino]butanoic acid C(C(C)C)N(C(=O)NC(C(=O)O)CCN(CCCCC1=NC=2NCCCC2C=C1)CCOC(C)C)CC(C)C